5-chloro-N-(3-(dimethylcarbamoyl)-5-(tetrahydro-2H-pyran-4-yl)phenyl)-2-(1,1-dioxidoisothiazolidin-2-yl)isonicotinamide ClC1=CN=C(C=C1C(=O)NC1=CC(=CC(=C1)C1CCOCC1)C(N(C)C)=O)N1S(CCC1)(=O)=O